FC1=C(C=CC=C1)[C@H]1[C@@H](C1)C(=O)O trans-2-(2-fluorophenyl)cyclopropanecarboxylic acid